tert-butyl-[3-[6-chloro-3-[5-[(4-methylpiperazin-1-yl)methyl]-2-furyl]pyrazolo[4,3-c]pyridin-1-yl]butoxy]-dimethyl-silane C(C)(C)(C)[Si](C)(C)OCCC(C)N1N=C(C=2C=NC(=CC21)Cl)C=2OC(=CC2)CN2CCN(CC2)C